5H-dibenzo[b,e][1,4]diazepine C1=CC=CC=2NC3=C(N=CC21)C=CC=C3